FC1(OC2=C(O1)C=CC(=C2)N(C(=O)C=2C=C(C=CC2)N2N=C(C=1CCCC(C21)OC21CC(C2)(C1)C(=O)O)C(F)(F)F)C)F 3-[[1-[3-[(2,2-difluoro-1,3-benzodioxol-5-yl)-methyl-carbamoyl]phenyl]-3-(trifluoromethyl)-4,5,6,7-tetrahydroindazol-7-yl]oxy]bicyclo[1.1.1]pentane-1-carboxylic acid